tert-butyl 3-[3-(2,4-dioxohexahydropyrimidin-1-yl)-1-methyl-indazol-6-yl]-2,5-dihydropyrrole-1-carboxylate O=C1N(CCC(N1)=O)C1=NN(C2=CC(=CC=C12)C=1CN(CC1)C(=O)OC(C)(C)C)C